7-bromo-2-(2,6-dioxopiperidin-3-yl)-3-oxoisoindole BrC=1C=CC=C2C(N(CC12)C1C(NC(CC1)=O)=O)=O